N-(3-(6-(4-methylpiperazin-1-yl)-1H-benzimidazol-2-yl)-1H-pyrazolo[3,4-b]pyridin-5-yl)ethenesulfonamide CN1CCN(CC1)C=1C=CC2=C(NC(=N2)C2=NNC3=NC=C(C=C32)NS(=O)(=O)C=C)C1